ClC=1C=C(C=CC1Cl)C1=NOC(=N1)C1C2CN(C(C1)C2)C(CC2=NON=C2C)=O 1-(5-(3-(3,4-dichlorophenyl)-1,2,4-oxadiazol-5-yl)-2-azabicyclo[2.2.1]heptan-2-yl)-2-(4-methyl-1,2,5-oxadiazol-3-yl)ethan-1-one